2'-((2-chloro-6-methyl-5,6,7,8-tetrahydropyrido[4,3-d]pyrimidin-4-yl)oxy)-6',8',9',11'-tetrahydrospiro[cyclopropane-1,10'-pyrido[3',4':4,5]pyrrolo[2,3-f]isoquinolin]-7'(5'H)-one ClC=1N=C(C2=C(N1)CCN(C2)C)OC=2N=CC=1CCC3=C(C1C2)NC2=C3C(NCC23CC3)=O